dioctyltin bis(2-ethylhexyl malate) C(C)C(CC(C(=O)[O-])(O)CC(=O)[O-])CCCC.C(C)C(CC(C(=O)[O-])(O)CC(=O)[O-])CCCC.C(CCCCCCC)[Sn+4]CCCCCCCC